C(C)(C)(C)OC(=O)N1CCC(CC1)C1=CC=CC=N1 6-(1-(tert-butoxycarbonyl)piperidin-4-yl)pyridine